C(C)(C)(C)OC(=O)N[C@@H]1[C@@H](CCCC1)NC1=NC=2N(C=C1)N=C(C2)C=2C(=NN(C2)C2=CC=C(C(=O)OC)C=C2)C(F)F Methyl 4-[4-[5-[[(1R,2S)-2-(tert-butoxycarbonylamino)cyclohexyl]amino]pyrazolo[1,5-a]pyrimidin-2-yl]-3-(difluoromethyl)pyrazol-1-yl]benzoate